C1=NNN2C1=C1C(=C(C=C2)N)C=CC=C1 benzo[c][1,2,3]triazolo[1,5-a]azepin-7-amine